4-(2,3-Dichloro-6-hydroxyphenyl)-1-(3-(methoxy(methyl)amino)propyl)pyrrolidin-2-one ClC1=C(C(=CC=C1Cl)O)C1CC(N(C1)CCCN(C)OC)=O